5-[[2-chloro-6-[4-[4-[(4R)-4-amino-2-oxo-pyrrolidin-1-yl]phenyl]sulfonylpiperazin-1-yl]-4-pyridinyl]-difluoro-methyl]-N-[3-(2-hydroxyethylamino)propyl]pyridine-2-carboxamide ClC1=NC(=CC(=C1)C(C=1C=CC(=NC1)C(=O)NCCCNCCO)(F)F)N1CCN(CC1)S(=O)(=O)C1=CC=C(C=C1)N1C(C[C@H](C1)N)=O